5-((1-(4-(Benzyloxy)phenyl)-1H-pyrrol-2-yl)methylene)thiazolidine-2,4-dione C(C1=CC=CC=C1)OC1=CC=C(C=C1)N1C(=CC=C1)C=C1C(NC(S1)=O)=O